(R)-2,2,3-trimethyl-N-((6R,9R)-3,3,12,12-tetramethyl-6-(methylcarbamoyl)-8-oxo-2,13-dioxa-4,11-dithia-7-azatetradecan-9-yl)thiazolidine-4-carboxamide CC1(SC[C@H](N1C)C(=O)N[C@H](C(N[C@@H](CSC(OC)(C)C)C(NC)=O)=O)CSC(OC)(C)C)C